C/C/1=C\\C[C@@H]([C@H]2C[C@@H](CC[C@@H]1O)C(=O)O2)C(=C)C The molecule is a sesquiterpene lactone with formula C15H22O3 that is isolated from Viola yedoensis and Aristolochia versicolor. It has a role as a plant metabolite. It is a sesquiterpene lactone, a secondary alcohol, an olefinic compound, an oxabicycloalkane and a germacrane sesquiterpenoid.